ClC=1C=C(CNC(C(C)(C)C2=C(C=C(C=C2)S(N)(=O)=O)F)=O)C=C(C1C1C(NC(CC1)=O)=O)Cl N-(3,5-dichloro-4-(2,6-dioxopiperidin-3-yl)benzyl)-2-(2-fluoro-4-sulfamoylphenyl)-2-methylpropanamide